2-(4-(3-hydroxypropyl)-2-methoxyphenoxy)acetic acid OCCCC1=CC(=C(OCC(=O)O)C=C1)OC